OC[C@H](CC(CCNC(OC(C)(C)C)=O)(C)C)[C@@H](C)NC(OC(C)(C)C)=O di-tert-butyl ((5R,6R)-5-(hydroxymethyl)-3,3-dimethylheptane-1,6-diyl)dicarbamate